6-(4-(4,4,5,5-tetramethyl-1,3,2-dioxaborolan-2-yl)phenyl)benzol CC1(OB(OC1(C)C)C1=CC=C(C=C1)C1=CC=CC=C1)C